C(C(=C)C)(=O)OC(CCl)CCl 2-chloro-1-(chloromethyl)ethyl methacrylate